Tert-butyl 4-((5-iodopyridin-2-yl)oxy)piperidine-1-carboxylate IC=1C=CC(=NC1)OC1CCN(CC1)C(=O)OC(C)(C)C